N-(5-(2-(((1r,4r)-4-aminocyclohexyl)amino)-8-ethylquinazolin-6-yl)pyrazin-2-yl)-2-chlorobenzene-sulfonamide NC1CCC(CC1)NC1=NC2=C(C=C(C=C2C=N1)C=1N=CC(=NC1)NS(=O)(=O)C1=C(C=CC=C1)Cl)CC